FC(S(=O)(=O)NC1=C(C=C(C=C1)C1=NNC(=C1C(=O)N)NC1=NN(C(=C1)C)C)O[C@@H](C)C1=CC=C(C=C1)F)F (S)-3-(4-((difluoromethyl)sulfonamido)-3-(1-(4-fluorophenyl)ethoxy)phenyl)-5-((1,5-dimethyl-1H-pyrazol-3-yl)amino)-1H-pyrazole-4-carboxamide